[Ge](I)(I)(I)I germanium(IV) iodide